(2R,4R)-4-ethoxy-2-(hydroxymethyl)pyrrolidine-1-carboxylic acid benzyl ester C(C1=CC=CC=C1)OC(=O)N1[C@H](C[C@H](C1)OCC)CO